C(C)(=O)C1=C(C(=C(C(=C1[2H])[2H])[2H])[2H])O 2-Acetyl-3,4,5,6-tetradeuterophenol